ClC=1C(=NC(=NC1)NC1=CC=C(C=C1)S(=O)(=O)NC)N1[C@H](COC2(CC2)C1)C (S)-4-((5-chloro-4-(6-methyl-4-oxa-7-azaspiro[2.5]octan-7-yl)pyrimidin-2-yl)amino)-N-methylbenzenesulfonamide